2-(1-phenylethenyl)-4-chloroaniline C1(=CC=CC=C1)C(=C)C1=C(N)C=CC(=C1)Cl